C(#N)C1=C(C2=C(N(C(N(C2=O)C(C(=O)O)(C)C)=O)CC(OC2CCOCC2)C2=C(C=CC=C2)OC(F)F)S1)C 2-(6-cyano-1-(2-(2-(difluoromethoxy)phenyl)-2-((tetrahydro-2H-pyran-4-yl)oxy)ethyl)-5-methyl-2,4-dioxo-1,2-dihydrothieno[2,3-d]pyrimidin-3(4H)-yl)-2-methylpropanoic acid